ClC1=NC=CC(=N1)N1CCC(CC1)C(=O)OC methyl 1-(2-chloropyrimidin-4-yl)piperidine-4-carboxylate